C(C)(=O)N1C[C@@H](CC1)NC(OC(C)(C)C)=O tert-butyl N-[(3R)-1-acetylpyrrolidin-3-yl]carbamate